C([O-])([O-])=O.[K+].C(CS)(=O)O.[K+] thioglycolic acid potassium carbonate